CO[C@@H](C1=CC=CC=C1)C(=O)O (S)-(+)-alpha-methoxyphenylacetic acid